C(CCCCC)C1=CC=C(N(C)C)C=C1 4-Hexyl-N,N-dimethylaniline